((S)-2-(2-fluorophenyl)piperidin-1-yl)-N-((R,E)-4-(methylsulfonyl)but-3-en-2-yl)picolinamide FC1=C(C=CC=C1)[C@H]1N(CCCC1)C=1C(=NC=CC1)C(=O)N[C@H](C)\C=C\S(=O)(=O)C